(Z)-N-(6-(2-cyano-3-(pyridin-4-yl)guanidino)hexyl)-4-(4-(3-(4-trifluoromethylphenyl)ureido)phenoxy)picolinamide C(#N)\N=C(\NCCCCCCNC(C1=NC=CC(=C1)OC1=CC=C(C=C1)NC(=O)NC1=CC=C(C=C1)C(F)(F)F)=O)/NC1=CC=NC=C1